6-(1-bromoethyl)-4-chloro-2-oxo-1-phenyl-1,2-dihydropyridine-3-carbonitrile BrC(C)C1=CC(=C(C(N1C1=CC=CC=C1)=O)C#N)Cl